ClC=1C=C(C=NC1C1=NOC(=N1)CCCCCC(=O)N1CCN(CC1)C=1C=C2CN(C(C2=CC1)=O)C1C(NC(CC1)=O)=O)NC(=O)NC=1C=NC=2N(C1C1CCC1)N=CC2 1-[5-chloro-6-[5-[6-[4-[2-(2,6-dioxo-3-piperidyl)-1-oxo-isoindolin-5-yl]piperazin-1-yl]-6-oxo-hexyl]-1,2,4-oxadiazol-3-yl]-3-pyridyl]-3-(7-cyclobutylpyrazolo[1,5-a]pyrimidin-6-yl)urea